C(#N)CC(=O)N1C[C@@H]([C@@H](CC1)C)N(C1=C2C(=NC=C1C(=O)OC)NC=C2)C methyl 4-(((3R,4R)-1-(2-cyanoacetyl)-4-methylpiperidin-3-yl)(methyl)amino)-1H-pyrrolo[2,3-b]pyridine-5-carboxylate